ethyl (E)-3-(5-chloro-2-methyl-pyrazol-3-yl)prop-2-enoate ClC=1C=C(N(N1)C)/C=C/C(=O)OCC